O1BNCC1 1,3,2-oxazaborolidine